6'-[(5-oxopyrrolidin-3-yl)methoxy]-2',3'-dihydrospiro[cyclohexane-1,1'-indene]-4-carboxylic acid O=C1CC(CN1)COC1=CC=C2CCC3(C2=C1)CCC(CC3)C(=O)O